C(C=C)(=O)OC(CCCCC)OC(C=C)=O Bis(acryloyloxy)hexane